FC=1C(=C(C=CC1)C1CCC2(CN(C2)C(=O)C2CC(C2)(C)O)CC1)C (7-(3-Fluoro-2-methylphenyl)-2-azaspiro[3.5]nonan-2-yl)((1s,3s)-3-hydroxy-3-methylcyclobutyl)methanon